(4R)-N-(3-bromo-2-chloro-phenyl)-4-[(3R)-3-hydroxypyrrolidin-1-yl]-4,5,6,7-tetrahydropyrazolo[1,5-a]pyridine-2-carboxamide BrC=1C(=C(C=CC1)NC(=O)C1=NN2C([C@@H](CCC2)N2C[C@@H](CC2)O)=C1)Cl